3-Bromo-4,6-dichloropyridazine BrC=1N=NC(=CC1Cl)Cl